Cl.C12CNCCC2C1 3-azabicyclo[4.1.0]heptane hydrochloride